ClC1=NC=2C=CC=CC2C=2N1N=C(N2)C2=C(C=CC=C2)OC(F)(F)F 5-Chloro-2-[2-(trifluoromethoxy)phenyl][1,2,4]triazolo[1,5-c]quinazoline